5-(3-Acetylpyridin-2-yl)-2-fluorobenzoic acid C(C)(=O)C=1C(=NC=CC1)C=1C=CC(=C(C(=O)O)C1)F